N-(2-(2-((2,4-difluorobenzyl)amino)-5-oxo-5,7-dihydro-6H-pyrrolo[3,4-b]pyridin-6-yl)ethyl)acetamide FC1=C(CNC2=CC=C3C(=N2)CN(C3=O)CCNC(C)=O)C=CC(=C1)F